3,5-Diamino-6-chloro-N-[imino(phenylamino)methyl]pyrazinecarboxamide methanesulfonate salt CS(=O)(=O)O.NC=1C(=NC(=C(N1)N)Cl)C(=O)NC(NC1=CC=CC=C1)=N